triethylene glycol di-(2-ethylbutyrate) C(C)C(C(=O)OCCOCCOCCOC(C(CC)CC)=O)CC